C(C1=CC=CC=C1)(=O)[O-].[Na+].ClC1=CC=C(C(=O)O)C=C1 p-chlorobenzoic acid sodium benzoate